ClC=1C=C(C=CC1OC(C)C)C1=NC(=NO1)N1CCCC2=CC(=CC=C12)C=O 1-(5-(3-chloro-4-isopropoxyphenyl)-1,2,4-oxadiazol-3-yl)-1,2,3,4-tetrahydroquinoline-6-carbaldehyde